S1C=NC2=C1C(=CC=C2)CCC[C@H]2C[C@@H]1N(CCN(C1)C1=NC=CC=C1)C2=O (7S,8aS)-7-(3-(benzo[d]thiazol-7-yl)propyl)-2-(pyridin-2-yl)hexahydropyrrolo[1,2-a]pyrazin-6(2H)-one